8-((2s,5r)-5-ethyl-4-(1-(4-isopropoxyphenyl)ethyl)-2-methylpiperazin-1-yl)-5-methyl-6-oxo-5,6-dihydro-1,5-naphthyridine-2-carbonitrile C(C)[C@H]1N(C[C@@H](N(C1)C1=CC(N(C=2C=CC(=NC12)C#N)C)=O)C)C(C)C1=CC=C(C=C1)OC(C)C